[Hf].CC1=C(C(=C(C1(CC1(C(=CC=2C1=CC=1CCCCC1C2)C)CC(C)C2=CC=CC=C2)C)C)C)C Pentamethylcyclopentadienyl-dimethyl-(1-(2-phenylpropyl)-5,6,7,8-tetrahydro-1H-cyclopenta[b]naphthalene) hafnium